methyl 3-bromo-4-nitro-benzoate BrC=1C=C(C(=O)OC)C=CC1[N+](=O)[O-]